FC1=C(C[C@H](N)C(=O)O)C=CC=C1 2-fluoro-phenylalanine